benzyl 6-oxa-2-azabicyclo[3.2.1]octane-2-carboxylate C12N(CCC(OC1)C2)C(=O)OCC2=CC=CC=C2